2-chloro-6-[4-[4-[2-(cyclopropylamino)pyrimidin-5-yl]-1-methyl-6-oxo-3-pyridyl]pyrazol-1-yl]benzonitrile ClC1=C(C#N)C(=CC=C1)N1N=CC(=C1)C1=CN(C(C=C1C=1C=NC(=NC1)NC1CC1)=O)C